C[SiH2]O[SiH](C(CCCOCC1CO1)(CCCOCC1CO1)CCCOCC1CO1)C methyl[tris(3-glycidoxypropyl)dimethylsiloxy]silane